FC=1C=C2C(C(NC2=CC1)=O)=CC1=C(C(=C(N1)C)C(=O)NC1CNCC1)C 5-((5-fluoro-2-oxoindol-3-ylidene)methyl)-2,4-dimethyl-N-(pyrrolidin-3-yl)-1H-pyrrole-3-carboxamide